4,4,4-trifluoro-1-(4-(2-methylpyridin-4-yl)piperidin-1-yl)butan-1-one FC(CCC(=O)N1CCC(CC1)C1=CC(=NC=C1)C)(F)F